FC(C1=C(CN2C(C3=NN(C(=C3C2)C2=C3C=CN(C3=C(C=C2)F)C(=O)O)C2=C(C=CC=C2CC)CC)(C)C)C=CC(=C1)C(F)(F)F)(F)F 4-(5-(2,4-bis(trifluoromethyl)benzyl)-2-(2,6-diethylphenyl)-2,4,5,6-tetrahydro-6,6-dimethylpyrrolo[3,4-c]pyrazol-3-yl)-7-fluoro-1H-indole-1-carboxylic acid